ClC1=CC(=C(CSCC2=CC=CC(=N2)OC2CCN(CC2)CC2=NC3=C(N2CC2(CC2)CC#N)C=C(C=C3)C(=O)OC)C=C1)F methyl 2-((4-((6-((4-chloro-2-fluorobenzylthio) methyl) pyridin-2-yl) oxy) piperidin-1-yl) methyl)-1-((1-(cyanomethyl) cyclopropyl) methyl)-1H-benzo[d]imidazole-6-carboxylate